tert-butyl ((l)-3-(aminomethyl)-3-hydroxycyclopentyl)carbamate NCC1(CC(CC1)NC(OC(C)(C)C)=O)O